tert-butyl 4-(4-(3-((3-amino-6-(2-hydroxyphenyl)pyridazin-4-yl)oxy)piperidin-1-yl)phenyl)piperazine-1-carboxylate NC=1N=NC(=CC1OC1CN(CCC1)C1=CC=C(C=C1)N1CCN(CC1)C(=O)OC(C)(C)C)C1=C(C=CC=C1)O